CC=1N=C2N(C=C(C=C2)C=2N=C3N(C(C2)=O)C=C(C=C3)N3CCN(CC3)C)C1 2-(2-methylimidazo[1,2-a]pyridin-6-yl)-7-(4-methylpiperazin-1-yl)-4H-pyrido[1,2-a]pyrimidin-4-one